OC1=C(C=CC(=C1)C(C)C)N1N=C2C(CN(CC3C2=C1CCN3C(=O)[O-])C(=O)[O-])C 2-(2-hydroxy-4-isopropylphenyl)-9-methyl-3,4,5a,6,8,9-hexahydro-2H-1,2,5,7-tetraazabenzo[cd]azulene-5,7-dicarboxylate